bis(aminophenoxy-α,α-dimethylbenzyl)benzene ammoniovalerate hydrochloride Cl.[NH3+]C(C(=O)[O-])CCC.NC=1C(=C(C(C)(C)C2=C(C=CC=C2)C(C2=C(C(=CC=C2)N)OC2=CC=CC=C2)(C)C)C=CC1)OC1=CC=CC=C1